CN(C(OC=1C=NC=C(C1C)Br)=O)C (5-bromo-4-methyl-3-pyridyl) N,N-dimethylcarbamate